C(C1=CC=CC=C1)N1C(N(C(C1CCC(=O)NC(C(=O)NO)CC)=O)C1=CC=C(C=C1)Cl)=O (3-(3-benzyl-1-(4-chlorophenyl)-2,5-dioxoimidazolin-4-yl)propanamido)-N-hydroxybutyramide